ClC=1C=C(C=CC1OCCO)C(CCC=1N=C(OC1C(C)C)C1=C(C=C(C=C1)Cl)Cl)O 1-(3-chloro-4-(2-hydroxyethoxy)phenyl)-3-(2-(2,4-dichlorophenyl)-5-isopropyloxazol-4-yl)propan-1-ol